N-Ethoxy-4-((2-methoxy-4-(1-methyl-1H-pyrazol-5-yl)phenyl)amino)-6-((6-methylpyridine-2-yl)amino)nicotinamide C(C)ONC(C1=CN=C(C=C1NC1=C(C=C(C=C1)C1=CC=NN1C)OC)NC1=NC(=CC=C1)C)=O